S(=O)(=O)(O)CCCN1C=2C=CC=CC2C(C2=CC=CC=C12)=O N-(3-sulfopropyl)acridone